biphenyl-propanethiol diborate B(O)(O)OB(O)O.C=1(C(=CC=CC1)CCCS)C1=CC=CC=C1